1-(2-chlorophenyl)-4-(((trans)-2-hydroxycyclobutyl)amino)-7-(trifluoro-methyl)-pyrido[2,3-d]pyrimidin-2(1H)-one ClC1=C(C=CC=C1)N1C(N=C(C2=C1N=C(C=C2)C(F)(F)F)N[C@H]2[C@@H](CC2)O)=O